NC1=C(C=2C(=NC(=C3C2OC=C3)OC3C2CCN(C3)CC2)N1C1=C(C(=CC=C1C)OC)C)C(=O)N 7-amino-6-(3-methoxy-2,6-dimethylphenyl)-4-(4-azabicyclo[2.2.2]oct-2-yloxy)furo[2,3-d]pyrrolo[2,3-b]pyridine-8-carboxamide